C1(=CC=CC=C1)C=1N=CC(=NC1C1=CC=CC=C1)N1[C@@H](CC(CC1)O)C (2R)-1-(5,6-diphenylpyrazin-2-yl)-2-methylpiperidin-4-ol